OC(CO)C=1C2=C(C(=NC1CNC(OC(C)(C)C)=O)C1=CC=C(C=C1)OC(F)(F)F)N=CN2C tert-butyl N-[[7-(1,2-dihydroxyethyl)-1-methyl-4-[4-(trifluoromethoxy)phenyl]imidazo[4,5-c]pyridin-6-yl]methyl]carbamate